(1R,4R,7R)-2-{2-[7-cyclopentyl-1-(cyclopropylmethyl)-1H-indol-2-yl]-7-methoxy-1-methyl-1H-1,3-benzodiazole-5-carbonyl}-2-azabicyclo[2.2.1]heptan-7-amine C1(CCCC1)C=1C=CC=C2C=C(N(C12)CC1CC1)C1=NC2=C(N1C)C(=CC(=C2)C(=O)N2[C@@H]1CC[C@H](C2)[C@H]1N)OC